ClC1=C(C=C(C=C1)[C@@H]1N(C(OC1)(C)C)C(=O)OC(C)(C)C)C=O tert-butyl (S)-4-(4-chloro-3-formylphenyl)-2,2-dimethyloxazolidine-3-carboxylate